COCC=1OC2=C(C1)C=CC=C2 2-(methoxymethyl)benzofuran